OCC1=C(C=C(C=C1)COC1OCCCC1)C1OCCC1O (2-(hydroxymethyl)-5-((tetrahydro-2H-pyranyl-oxy)methyl)phenyl)tetrahydrofuran-3-ol